C(C1=CC=CC=C1)(=O)C=1C=C(C=CC1)C(C(=O)[O-])C 2-(3-benzoylphenyl)propionat